NCC1=CC(=C(C(=C1)C)NC(=O)C1=CC2=C(OCCC3=C2SC(=C3)C)C=C1C=1C(=NC(=CC1)C(NCCC)=O)C(=O)OC)Cl methyl 3-(9-((4-(aminomethyl)-2-chloro-6-methylphenyl)carbamoyl)-2-methyl-4,5-dihydrobenzo[b]thieno[2,3-d]oxepin-8-yl)-6-(propylcarbamoyl)picolinate